COC1=C(C(=CC(=C1)N1CCOCC1)C)NC(CC(C)(C)C)=O N-(2-Methoxy-6-methyl-4-morpholin-4-yl-phenyl)-3,3-dimethyl-butyramide